FC(C)(F)C1(NC(NC1=O)=O)C1=C(C=C(C(=O)O)C=C1)OC 4-[4-(1,1-difluoroethyl)-2,5-dioxo-imidazolidin-4-yl]-3-methoxybenzoic acid